N-[(4S)-chroman-4-yl]-8-(3,5-dichlorophenyl)-4-phenyl-1,7-naphthyridine-3-carboxamide O1CC[C@@H](C2=CC=CC=C12)NC(=O)C=1C=NC2=C(N=CC=C2C1C1=CC=CC=C1)C1=CC(=CC(=C1)Cl)Cl